FC(C=1C=C(C=C(C1)C(F)(F)F)P(C=1[C-](C=CC1)[C@@H](C)P(C(F)(F)F)C(F)(F)F)C1=CC(=CC(=C1)C(F)(F)F)C(F)(F)F)(F)F.[CH-]1C=CC=C1.[Fe+2] (R)-1-{(S)-2-[bis(3,5-bis-trifluoromethylphenyl)phosphino]ferrocenyl}ethyl-bis(trifluoromethyl)phosphine